CCCCCCCCCCCCCCCCCCCCCC Docosan